2-(4-((4-(2-fluoro-4-nitrophenyl)piperazin-1-yl)methyl)piperidin-1-yl)ethan-1-ol FC1=C(C=CC(=C1)[N+](=O)[O-])N1CCN(CC1)CC1CCN(CC1)CCO